BrCCOC1=C(C(=C2C(C=C(OC2=C1)C1=CC(=C(C=C1)OC)OC)=O)O)OC 7-(2-bromoethoxy)-2-(3,4-dimethoxyphenyl)-5-hydroxy-6-methoxy-4H-chromen-4-one